FC1(CC=C(CC1)C1=NC=CC(=C1NC(=O)C=1C=NC(=NC1)C(C)C)C1=C(C=CC(=C1)F)F)F N-(2-(4,4-difluorocyclohex-1-en-1-yl)-4-(2,5-difluorophenyl)pyridin-3-yl)-2-isopropylpyrimidine-5-carboxamide